4-(6-methoxy-3-(1-methyl-1H-pyrazol-4-yl)-5-nitropyridin-2-yl)morpholine 3-[3-[2-fluoro-[3-(1-piperidyl)prop-1-ynyl]phenoxy]propyl]thiazole-4-carboxylate FC1=C(OCCCN2CSC=C2C(=O)O)C=CC=C1C#CCN1CCCCC1.COC1=C(C=C(C(=N1)N1CCOCC1)C=1C=NN(C1)C)[N+](=O)[O-]